ClC1=CC=C(N=N1)SCC(=O)N(CC)CC 2-((6-chloropyridazin-3-yl)thio)-N,N-diethylacetamide